6-(3,5-dimethoxybenzyl)-8-(4-methoxypiperidin-1-yl)-2,3-dimethylimidazo[1,2-c]pyrido[2,3-e]pyrimidin-5(6H)-one COC=1C=C(CN2C(N3C(C4=C2C=C(C=N4)N4CCC(CC4)OC)=NC(=C3C)C)=O)C=C(C1)OC